4-{6-[5-bromo-4-(2-methylcarbamoyl-phenylamino)-pyrimidin-2-ylamino]3,4-dihydro-1H-isoquinolin-2-yl}-4-oxo-butyric acid BrC=1C(=NC(=NC1)NC=1C=C2CCN(CC2=CC1)C(CCC(=O)O)=O)NC1=C(C=CC=C1)C(NC)=O